(8R)-8-(4-chloro-3-cyano-5-fluoro-2-methylphenyl)-3-fluoro-5-oxo-7,8-dihydro-6H-naphthalene-1-carbonitrile ClC1=C(C(=C(C=C1F)[C@H]1CCC(C=2C=C(C=C(C12)C#N)F)=O)C)C#N